(2R,3S)-N-(2-amino-3-fluoro-4-((4-(trifluoromethyl)benzyl)amino)phenyl)-2,3-difluorooctanamide NC1=C(C=CC(=C1F)NCC1=CC=C(C=C1)C(F)(F)F)NC([C@H]([C@H](CCCCC)F)F)=O